N=1OC=C2CN(CCC21)C(=O)[O-] 6,7-dihydroisoxazolo[4,3-c]pyridine-5(4H)-carboxylate